6-Bromo-4-iodo-2-methylquinoline-8-carbonitrile BrC=1C=C2C(=CC(=NC2=C(C1)C#N)C)I